(2S,12R,12aS)-5-methyl-2,3,5,6,12,12a-hexahydro-1H-2,12-methanobenzofuro[2,3-d]pyrrolo[1,2-a]azepin-8-ol CC1CC2=C([C@H]3[C@H]4N1C[C@H](C4)C3)OC3=C2C=C(C=C3)O